6-nonanal CCCCCC(CCC)=O